2-((1,2,3,5,6,7-hexahydro-s-indacen-4-yl)amino)-5-(5-(2-hydroxyprop-2-yl)isoxazol-3-yl)-4,5-dihydrooxazole-5-carboxylic acid ethyl ester C(C)OC(=O)C1(CN=C(O1)NC1=C2CCCC2=CC=2CCCC12)C1=NOC(=C1)C(C)(C)O